3-[(cyclobutylamino)methyl]-5-methyl-1-(4-methylbenzyl)-4-vinyl-1H-pyrrole-2-carboxylic acid C1(CCC1)NCC1=C(N(C(=C1C=C)C)CC1=CC=C(C=C1)C)C(=O)O